FC(C=1C=CC=2N(N1)C(=CN2)C2=CC(=NC=C2)N2CC(CCC2)NS(=O)(=O)C)(F)F N-(1-(4-(6-(Trifluoromethyl)imidazo[1,2-b]pyridazin-3-yl)pyridin-2-yl)piperidin-3-yl)methanesulfonamide